O=C1NC(CCC1C1=C(C=C(C=C1)N1CCC(CC1)CC=O)F)=O 2-[1-[4-(2,6-dioxo-3-piperidinyl)-3-fluoro-phenyl]-4-piperidinyl]-acetaldehyde